4-(4-{[5-(4-Fluoro-phenyl)-2-methylsulfonylamino-thiazole-4-carbonyl]-amino}-phenoxy)-pyridine-2-carboxylic acid FC1=CC=C(C=C1)C1=C(N=C(S1)NS(=O)(=O)C)C(=O)NC1=CC=C(OC2=CC(=NC=C2)C(=O)O)C=C1